Sodium dodecane-1,2-diol acetate salt C(C)(=O)[O-].C(C(CCCCCCCCCC)O)O.[Na+]